4-chloro-2-(7-chlorodibenzo[b,d]furan-4-yl)-5-methyl-pyridine ClC1=CC(=NC=C1C)C1=CC=CC2=C1OC1=C2C=CC(=C1)Cl